FC1(CN(CCS1(=O)=O)C(=O)OC(C)(C)C)C=1SC(=CN1)CC1=C(C=CC=C1)C1=NC=CC=N1 Tert-butyl 2-fluoro-1,1-dioxo-2-(5-[[2-(pyrimidin-2-yl)phenyl]methyl]-1,3-thiazol-2-yl)-1λ6-thiomorpholine-4-carboxylate